3-((benzyloxy)methyl)-4-hydroxydihydrofuran-2(3H)-one C(C1=CC=CC=C1)OCC1C(OCC1O)=O